6-methyl-5-{2-methyl-4h,5h,6h,7h-pyrazolo[1,5-a]pyrazine-5-carbonyl}-N-(1-methylcyclopropyl)furo[2,3-d]pyrimidin-4-amine CC1=C(C2=C(N=CN=C2NC2(CC2)C)O1)C(=O)N1CC=2N(CC1)N=C(C2)C